zirconium(IV) n-octanoate tert-Butyl(1-(2-(pyridin-4-yl)phenyl)cyclopropyl)carbamate C(C)(C)(C)N(C([O-])=O)C1(CC1)C1=C(C=CC=C1)C1=CC=NC=C1.C(CCCCCCC)(=O)[O-].[Zr+4]